C(C=C)C1=C(C=CC=C1)O 2-(2-propenyl)-phenol